3-(4-(difluoromethyl)phenyl)-1-ethyl-8-((tetrahydro-2H-pyran-4-yl)methyl)-1,3,8-triazaspiro[4.5]decane-2,4-dione FC(C1=CC=C(C=C1)N1C(N(C2(C1=O)CCN(CC2)CC2CCOCC2)CC)=O)F